COC(C(=NOC)C1=C(C=CC=C1)CBr)=O 2-bromomethyl-α-methoxyiminophenylacetic acid methyl ester